CC(C(=O)N)C methyl-propanamide